COCCOC1=CC=C(C=C1)N1CCN(CC1)C(CC(C)C)=O 1-(4-(4-(2-methoxyethoxy)phenyl)piperazin-1-yl)-3-methylbutan-1-one